C(C)(C)(C)OC(=O)N1C=CC2=C(C(=CC(=C12)C)OC)CN1[C@@H](CC(CC1)C1=NC=CC=N1)C1=CC=C(C=C1)C(=O)OC (S)-5-methoxy-4-((2-(4-(methoxycarbonyl)phenyl)-4-(pyrimidin-2-yl)piperidin-1-yl)methyl)-7-Methyl-1H-indole-1-carboxylic acid tert-butyl ester